(1S)-N-methyl-1-[4-(4-methyl-1,3-thiazol-5-yl)phenyl]ethanamine hydrochloride Cl.CN[C@@H](C)C1=CC=C(C=C1)C1=C(N=CS1)C